(1S,3aR,6aS)-2-(2-(2,4-Dichlorophenoxy)acetyl)-N-((S)-1-oxo-3-((S)-2-oxopyrrolidin-3-yl)propan-2-yl)octahydrocyclopenta[c]pyrrole-1-carboxamide ClC1=C(OCC(=O)N2[C@@H]([C@@H]3[C@H](C2)CCC3)C(=O)N[C@H](C=O)C[C@H]3C(NCC3)=O)C=CC(=C1)Cl